C(CCC)OC1(CC=C(C=C1)C1=CC=CC=C1)N 4-butoxy-1,1'-biphenyl-4-amine